6-chloro-N-(6-methoxy-2-methyl-pyrazolo[1,5-a]pyridin-5-yl)thieno[2,3-b]pyridine-2-carboxamide ClC1=CC=C2C(=N1)SC(=C2)C(=O)NC2=CC=1N(C=C2OC)N=C(C1)C